C1(CC1)[C@@H]1OC2=C(CN(C1)CC1=CC(=CC=3C=CSC31)[C@H](CC(=O)O)C3=C(C1=C(N(N=N1)C)C=C3)C)N=C(C=C2)O (3S)-3-(7-{[(2S)-2-cyclopropyl-7-hydroxy-2,3-dihydropyrido[2,3-f][1,4]oxazepin-4(5H)-yl]methyl}-1-benzothiophen-5-yl)-3-(1,4-dimethyl-1H-benzotriazol-5-yl)propanoic acid